3-(cyclopropanecarbonylamino)pyrazole-4-carboxamide C1(CC1)C(=O)NC1=NNC=C1C(=O)N